COCCN1C[C@H](CC1)N (S)-1-(2-methoxyethyl)pyrrolidin-3-amine